2-((2R,3R)-3-(2-chlorophenyl)-1,4-dioxaspiro[4.4]nonan-2-yl)ethyl pivalate C(C(C)(C)C)(=O)OCC[C@H]1OC2(O[C@@H]1C1=C(C=CC=C1)Cl)CCCC2